N-(4-((benzyloxy)methyl)-2-fluorophenyl)-3-(5-chloro-6-(methylsulfonamido)-pyrazin-2-yl)benzamide C(C1=CC=CC=C1)OCC1=CC(=C(C=C1)NC(C1=CC(=CC=C1)C1=NC(=C(N=C1)Cl)NS(=O)(=O)C)=O)F